C(C=C)(=O)O.COC methylether acrylat